(1S,2S,5R)-tert-butyl-2-((6-bromopyridin-2-yl) carbamoyl)-6-oxa-3-azabicyclo[3.1.0]hexane-3-carboxylate C(C)(C)(C)OC(=O)N1[C@@H]([C@@H]2O[C@@H]2C1)C(NC1=NC(=CC=C1)Br)=O